C1=CN(C(=O)N=C1N)[C@]2([C@@H]([C@@H]([C@H](O2)CO)O)O)C(=O)O Cytidinic acid